1-ethyl-1-methylpyrrolidinium bis(trifluoromethylsulfonyl)imide salt [N-](S(=O)(=O)C(F)(F)F)S(=O)(=O)C(F)(F)F.C(C)[N+]1(CCCC1)C